(2,5-dihydroxyphenyl)-10H-9-oxa-10-phosphaphenanthrene-10-oxide OC1=C(C=C(C=C1)O)C1=CC=CC=2C3=CC=CC=C3OP(C12)=O